7-(3-bromopropionyl)-1,3,4,5-tetrahydro-2H-benzo[b]azepin-2-one BrCCC(=O)C1=CC2=C(NC(CCC2)=O)C=C1